B(C#N)(C#N)C#N.[Na] sodium tricyanoborate